ClC1=CC=C(C=C1)NC(=N)NC(=N)N (p-chlorophenyl)biguanide